2-[2-chloro-3-[2-chloro-3-[[3-[[(3R)-3-hydroxypyrrolidin-1-yl]methyl]-1,7-naphthyridin-8-yl]amino]phenyl]phenyl]-6,7-dihydro-5H-pyrazolo[1,5-a]pyridin-4-one ClC1=C(C=CC=C1C1=C(C(=CC=C1)NC=1N=CC=C2C=C(C=NC12)CN1C[C@@H](CC1)O)Cl)C1=NN2C(C(CCC2)=O)=C1